N-(1-ethylpiperidin-4-yl)-N-methyl-2-{1-[2-(trifluoromethyl)phenyl]-1H-pyrazol-4-yl}-1,3-thiazole-4-carboxamide C(C)N1CCC(CC1)N(C(=O)C=1N=C(SC1)C=1C=NN(C1)C1=C(C=CC=C1)C(F)(F)F)C